OC[C@@H]1N(CCN(C1)C(=O)OC(C)(C)C)C(=O)OCC1=CC=CC=C1 1-benzyl 4-tert-butyl (2R)-2-(hydroxymethyl)piperazine-1,4-dicarboxylate